(R)-3-methoxy-4-(4-(piperidin-3-ylamino)-5,6,7,8-tetrahydrophthalazin-1-yl)benzonitrile COC=1C=C(C#N)C=CC1C1=NN=C(C=2CCCCC12)N[C@H]1CNCCC1